CC1=NOC(=C1C1=CC2=C(N(C(=N2)[C@H]2N(C(CC2)=O)C=2C=C(C#N)C=C(C2)F)[C@H]2CN(CC2)S(=O)(=O)C)C=C1)C 3-((S)-2-(5-(3,5-dimethylisoxazol-4-yl)-1-((R)-1-(methanesulfonyl)pyrrolidin-3-yl)-1H-benzo[d]imidazol-2-yl)-5-oxopyrrolidin-1-yl)-5-fluorobenzonitrile